C1(CCCCC1)[C@@H](C)OC(=O)NC=1C(=NOC1C1=CC=C(C(=N1)C)OC1CC(CCC1)C(=O)O)C 3-((6-(4-((((R)-1-cyclohexylethoxy)carbonyl)amino)-3-methylisoxazol-5-yl)-2-methylpyridin-3-yl)oxy)cyclohexanecarboxylic acid